(R)-N-((S)-1-(2,5-difluorophenyl)ethyl)-2-methylpropane-2-sulfinamide FC1=C(C=C(C=C1)F)[C@H](C)N[S@](=O)C(C)(C)C